(RS)-4-Cyclopropylmethoxy-N-(4-morpholin-2-yl-phenyl)-benzamide C1(CC1)COC1=CC=C(C(=O)NC2=CC=C(C=C2)[C@@H]2CNCCO2)C=C1 |r|